NC=1C2=C(N=CN1)N(C=C2C2=CC=C(C=C2)NC(=O)NC2CCCCC2)CCN2CCOCC2 1-(4-(4-amino-7-(2-morpholinoethyl)-7H-pyrrolo[2,3-d]pyrimidin-5-yl)phenyl)-3-cyclohexylurea